4-((2S,4S)-4-(((benzyloxy)carbonyl)amino)-2-((difluoromethoxy)methyl)pyrrolidin-1-yl)benzoic acid C(C1=CC=CC=C1)OC(=O)N[C@H]1C[C@H](N(C1)C1=CC=C(C(=O)O)C=C1)COC(F)F